OC1(C(CN(CC1)C)C1=C(C=CC(=C1)C)C(=O)C1=C(C=C(C=C1)C)C1CN(CCC1(O)C1=CC=C(C=C1)C)C)C1=CC=C(C=C1)C 4-Hydroxy-1-methyl-4-(4-methylphenyl)-3-piperidyl-4-methylphenyl ketone